C(CCCCCCC)OC(CCC(=O)OCCCCCCN(CCCCCCCC(=O)OCC\C=C/CC)CCO)OCCCCCCCC (Z)-hex-3-en-1-yl 8-((6-((4,4-bis(octyloxy)butanoyl)oxy)hexyl)(2-hydroxyethyl)amino)octanoate